[Si](C1=CC=CC=C1)(C1=CC=CC=C1)(C(C)(C)C)OCC1=NN(C(N1CC)=O)N1C(C2=CC=CC=C2C(=N1)C(C)C)=O (3-(((tert-butyldiphenylsilyl)oxy)methyl)-4-ethyl-5-oxo-4,5-dihydro-1H-1,2,4-triazol-1-yl)-4-isopropylphthalazin-1(2H)-one